FC(CCNC(O[C@H]1C[C@H](CC1)C1=CC(=NN1)NC(CC1=C(C=CC(=C1)OC)S(=O)(=O)C)=O)=O)(F)F (1R,3S)-3-[3-({[5-meth-oxy-2-(methylsulfonyl)-phenyl]acetyl}amino)-1H-pyrazol-5-yl]cyclopentyl (3,3,3-trifluoropropyl)-carbamate